N-[(6-Amino-2-pyridyl)sulfonyl]-6-(3-fluoro-5-isobutoxyphenyl)-2-[2-(3-pyridyl)ethoxy]pyridin-3-carboxamid NC1=CC=CC(=N1)S(=O)(=O)NC(=O)C=1C(=NC(=CC1)C1=CC(=CC(=C1)OCC(C)C)F)OCCC=1C=NC=CC1